N1CCCC12CN(CC2)C2=C1C(=NC=C2)NC=C1C1=NSC=C1 3-[4-(1,7-diazaspiro[4.4]nonan-7-yl)-1H-pyrrolo[2,3-b]pyridin-3-yl]isothiazole